OC1=CC=C(C=2C(C3=C(C=CC(=C3C(C12)=O)[N+](=O)[O-])O)=O)[N+](=O)[O-] 1,5-dihydroxy-4,8-dinitroanthraquinone